C(C)SC1=NN2C(N=CC=C2NC)=C1C1=NC=2C(=NC=C(C2)C(F)(F)F)N1C 2-(ethylsulfanyl)-N-methyl-3-(3-methyl-6-(trifluoromethyl)-3H-imidazo[4,5-b]pyridin-2-yl)pyrazolo[1,5-a]pyrimidin-7-amine